CC=1C=C(CN2CC3N(C(C2)=O)CCNC3)C=CC1C 2-(3,4-dimethylbenzyl)octahydro-4H-pyrazino[1,2-a]pyrazin-4-one